C(C)(C)(C)NC(CN1CC2(C1)CCC(CC2)C(=O)OC)=O methyl 2-[2-(tert-butylamino)-2-oxo-ethyl]-2-azaspiro[3.5]nonane-7-carboxylate